C[C@@]12CCC[C@@H](C2CC[C@@H]1[C@@H](CCO)C)O[Si](CC)(CC)CC (3R)-3-((1R,4S,7aR)-7a-methyl-4-((triethylsilyl)oxy)octahydro-1H-inden-1-yl)butane-1-ol